8-oxo-5,6-dihydroimidazo[1,5-a]pyrazine-7(8H)-carboxylate O=C1C=2N(CCN1C(=O)[O-])C=NC2